BrC1=NC=C(C(=C1)I)Cl 2-bromo-5-chloro-4-iodopyridine